5,6-dichloro-1-ethylisoindoline ClC=1C=C2CNC(C2=CC1Cl)CC